(R)-N-((6-chloro-3-((1-(2-(4,4-difluoropiperidin-1-yl)-3,6-dimethyl-4-oxo-3,4-dihydroquinazolin-8-yl)ethyl)amino)pyridin-2-yl)sulfonyl)acetamide ClC1=CC=C(C(=N1)S(=O)(=O)NC(C)=O)N[C@H](C)C=1C=C(C=C2C(N(C(=NC12)N1CCC(CC1)(F)F)C)=O)C